(R)-N-(7-methoxychroman-4-yl)-2-(piperazin-1-yl)benzo[d]thiazole-6-carboxamide COC1=CC=C2[C@@H](CCOC2=C1)NC(=O)C1=CC2=C(N=C(S2)N2CCNCC2)C=C1